(5-(1-phenyl-1H-pyrazol-4-yl)-1H-indol-3-yl)isoindoline-2-carboxamide C1(=CC=CC=C1)N1N=CC(=C1)C=1C=C2C(=CNC2=CC1)C1N(CC2=CC=CC=C12)C(=O)N